BrC1=NN(C2=NC=NC(=C21)N)CC(C)C 3-Bromo-1-isobutyl-1H-pyrazolo[3,4-d]pyrimidin-4-ylamine